C(C)(C)(C)OC(NC1CN(CC1)C1=CC(=C2C(=N1)C(=CS2)C(NC(C)C)=O)C(F)(F)F)=O [1-[3-(isopropylcarbamoyl)-7-(trifluoromethyl)thieno[3,2-b]pyridin-5-yl]pyrrolidin-3-yl]carbamic acid tert-butyl ester